BrC=1C2=CN(N=C2C=CC1)CCN1C(CNCC1)C(=O)OC methyl 1-[2-(4-bromoindazol-2-yl)ethyl]piperazine-2-carboxylate